germanium stibium telluride [Sb]=[Te].[Ge]